I.NN hydrazine Hydroiodide